2-amino-3-(2-chloro-4-hydroxyphenyl)propanoic acid NC(C(=O)O)CC1=C(C=C(C=C1)O)Cl